1-(trans-4-((5-cyanopyridin-2-yl)amino)cyclohexyl)-1-(4-(1-methyl-1H-pyrazol-4-yl)phenyl)-3-((1R)-1-phenylethyl)urea C(#N)C=1C=CC(=NC1)N[C@@H]1CC[C@H](CC1)N(C(=O)N[C@H](C)C1=CC=CC=C1)C1=CC=C(C=C1)C=1C=NN(C1)C